tert-butyl ((cis)-4-amino-1-methylcyclohexyl)carbamate NC1CCC(CC1)(C)NC(OC(C)(C)C)=O